6-(2-(((pyridin-4-ylmethyl)amino)methyl)-1H-pyrrol-1-yl)hexan-1-amine N1=CC=C(C=C1)CNCC=1N(C=CC1)CCCCCCN